(R)-methyl 2-(6-(3-(1-(3-((4-methyl-5-(pyrimidin-4-yl)-4H-1,2,4-triazol-3-yl)methylamino)benzamido)ethyl)phenoxy)hexyloxy)acetate CN1C(=NN=C1C1=NC=NC=C1)CNC=1C=C(C(=O)N[C@H](C)C=2C=C(OCCCCCCOCC(=O)OC)C=CC2)C=CC1